CO[C@H]1[C@@H](CCC1)N (1R,2R)-2-methoxycyclopentylamine